2-[4-[(4-hydroxy-3-propan-2-ylphenyl)methyl]-3,5-dimethylphenoxy]acetic acid OC1=C(C=C(C=C1)CC1=C(C=C(OCC(=O)O)C=C1C)C)C(C)C